C(C)(C)(C)OC(=O)N[C@H](C(=O)OC)CN1N=C(N=N1)C=1C=NC(=CC1)OC1=CC=C(C=C1)Cl (S)-Methyl 2-((tert-butoxycarbonyl)amino)-3-(5-(6-(4-chlorophenoxy)pyridin-3-yl)-2H-tetrazol-2-yl)propanoate